6-(2,5-dimethoxyphenyl)-8-fluoro-2-imino-2H-chromene COC1=C(C=C(C=C1)OC)C=1C=C2C=CC(OC2=C(C1)F)=N